C(C)(C)OC1=CC=C(C=C1)C1=CN=C2N1C=C(C=C2)C2=CC=C(C=C2)OC(C)C 3,6-bis(4-isopropoxyphenyl)imidazo[1,2-a]pyridine